N-(2'-amino-3-methyl-5'H-spiro[isochromane-4,4'-thiazol]-6-yl)-4-chlorobenzenesulfonamide NC=1SCC2(N1)C(OCC1=CC=C(C=C12)NS(=O)(=O)C1=CC=C(C=C1)Cl)C